salicylic acid-d C(C=1C(O)=CC=CC1)(=O)O[2H]